(5-formyl-2-(methylthio)pyrimidin-4-yl)benzoic acid methyl ester COC(C1=C(C=CC=C1)C1=NC(=NC=C1C=O)SC)=O